1-(tert-butoxycarbonyl)-4-(6-chloropyridin-2-yl)piperidine-4-carboxylic acid C(C)(C)(C)OC(=O)N1CCC(CC1)(C(=O)O)C1=NC(=CC=C1)Cl